8-[(3R)-4-[(2,4-Difluorophenyl)methyl]-3-methylpiperazin-1-yl]-5-methyl-6-oxo-5,6-dihydro-1,5-naphthyridin-2,7-dicarbonitril FC1=C(C=CC(=C1)F)CN1[C@@H](CN(CC1)C1=C(C(N(C=2C=CC(=NC12)C#N)C)=O)C#N)C